C(CCC)[C@@H]1N[C@H](C2=CC=C(C=C2C1)OC)C1=CC=C(C(=O)NCCOC)C=C1 4-((1S,3S)-3-butyl-6-methoxy-1,2,3,4-tetrahydroisoquinolin-1-yl)-N-(2-methoxyethyl)benzamide